N-{(1R)-1-[3-(difluoromethyl)-2-fluorophenyl]ethyl}-2-methyl-6-(6-methyl-2,6-diazaspiro[3.4]octan-2-yl)pyrido[3,4-d]pyrimidin-4-amine FC(C=1C(=C(C=CC1)[C@@H](C)NC=1C2=C(N=C(N1)C)C=NC(=C2)N2CC1(C2)CN(CC1)C)F)F